osmium-ruthenium [Ru].[Os]